NC=1C(=C(C=C2C=C(N=CC12)NC(OC1CC(C1)(C)O)=O)C1=C(C2=C(OCCN2)N=C1)C)F 3-Hydroxy-3-methylcyclobutyl (8-amino-7-fluoro-6-(8-methyl-2,3-dihydro-1H-pyrido[2,3-b][1,4]oxazin-7-yl)isoquinolin-3-yl)carbamate